C(C=1C(O)=CC=CC1)(=O)O.NC1=C2C(=NC=N1)N(N=C2C=2C=NC=C(C2)O)[C@@H](C)C=2OC(C1=CC=CC=C1C2C2=CC(=CC=C2)CN2CCN(CC2)C)=O (S)-3-(1-(4-Amino-3-(5-hydroxypyridin-3-yl)-1H-pyrazolo[3,4-d]pyrimidin-1-yl)ethyl)-4-(3-((4-methylpiperazin-1-yl)methyl)phenyl)-1H-isochromen-1-on Salicylat